5-(2-(4-(4-(3-(furan-3-ylethynyl)phenyl)-3-hydroxybutyl)-2-oxo-1,3,4-thiadiazin-3-yl)ethyl)thiophene-2-carboxylic acid O1C=C(C=C1)C#CC=1C=C(C=CC1)CC(CCN1N(C(SC=C1)=O)CCC1=CC=C(S1)C(=O)O)O